ClC=1SC(=CN1)C[N+]1=C2N(C(C=C1)=O)C=CC=C2 1-((2-chlorothiazol-5-yl)methyl)-4-oxo-4H-pyrido[1,2-a]pyrimidinium